N1(CCC1)C(=O)C=1N=NC(=CC1)N1[C@H](C2=C(CC1)NC=N2)C2=NN1C(C(=CC=C1)F)=C2 (R)-azetidin-1-yl(6-(4-(4-fluoropyrazolo[1,5-a]pyridin-2-yl)-1,4,6,7-tetrahydro-5H-imidazo[4,5-c]pyridin-5-yl)pyridazin-3-yl)methanone